COC1=C(C(=O)NC2CCCC3=C(C=CC=C23)OC)C=CC(=N1)SCC1=CC(=CC=C1)C(F)(F)F 2-methoxy-N-(5-methoxy-1,2,3,4-tetrahydronaphthalen-1-yl)-6-((3-(trifluoromethyl)benzyl)thio)nicotinamide